FC1=C(C(=CC(=C1)[N+](=O)[O-])F)N1N=C(C=C1)C=1C=CC(=C(C1)CNC(OC)=O)C methyl N-[[5-[1-(2,6-difluoro-4-nitrophenyl)-1H-pyrazol-3-yl]-2-methylphenyl]methyl]carbamate